ClC1=CC=C(C=C1)[C@@H](C)N1N(C(C2=CC=C(C=C12)C(=O)N)=O)C1C(NC(CC1)=O)=O ((R)-1-(4-chlorophenyl)ethyl)-2-(2,6-dioxopiperidin-3-yl)-3-oxo-2,3-dihydro-1H-indazole-6-carboxamide